(2R)-1'-(4-(1H-pyrazol-4-yl)phenyl)-4'-(hydroxymethyl)spiro[indoline-2,3'-pyrrolidine]-2'-one N1N=CC(=C1)C1=CC=C(C=C1)N1C([C@@]2(C(C1)CO)NC1=CC=CC=C1C2)=O